C1=NC=C(C2=CC=CC=C12)N1C(N(C[C@@H]1C#N)C1=CC=C(C=C1)OC(F)(F)F)=O |r| Racemic-3-(isoquinolin-4-yl)-2-oxo-1-(4-(trifluoromethoxy)phenyl)imidazoline-4-carbonitrile